NC1=CC=C(C2=C1N=C(O2)C)C2CCN(CC2)C(=O)OC(C)(C)C tert-butyl 4-(4-amino-2-methyl-1,3-benzoxazol-7-yl)piperidine-1-carboxylate